S(=O)(=O)(C1=CC=C(C)C=C1)N1[C@H](CCC1)C(=O)OC(C(=O)OCC)C1=C(C(N2CCC3(OCCO3)C2=C1)=O)C#N 1-(6-cyano-5-oxo-2,3-dihydro-5H-spiro[indolizine-1,2'-[1,3]dioxolan]-7-yl)-2-ethoxy-2-oxoethyl tosyl-D-prolinate